C1(CC1)N(C(OC(C)(C)C)=O)[C@H]1CN(CC1)C1=NC=C(N=C1)C(NC1=CC2=CN(N=C2C=C1OCC#C)C)=O tert-Butyl N-cyclopropyl-N-[(3R)-1-[5-[(2-methyl-6-prop-2-ynoxy-indazol-5-yl)carbamoyl]pyrazin-2-yl]pyrrolidin-3-yl]carbamate